CN1N=C(C2=CC=C(C=C12)C(C)(C)O)NC=1C=NN2C1CCCC2 2-{1-methyl-3-[(4,5,6,7-tetrahydropyrazolo[1,5-a]pyridin-3-yl)amino]-1H-indazol-6-yl}propan-2-ol